2-ethyl-2-isobutyl-1,3-propylene glycol C(C)C(CO)(CO)CC(C)C